thiodiphenyl diisocyanate S(C1=C(C=CC=C1)N=C=O)C1=C(C=CC=C1)N=C=O